(5-Methyl-2-morpholinooxazol-4-yl)methanol (R)-tert-butyl-4-(4-bromo-2,5-difluorophenyl)-3-methylpiperazine-1-carboxylate C(C)(C)(C)[C@H]1N(CCN(C1C)C1=C(C=C(C(=C1)F)Br)F)C(=O)OCC=1N=C(OC1C)N1CCOCC1